methyl-inosine 5'-monophosphate P(=O)(O)(O)OC[C@@H]1[C@H]([C@H]([C@@](O1)(N1C=NC=2C(O)=NC=NC12)C)O)O